8-[(1R)-1-(2-Bromoanilino)ethyl]-3,6-dimethyl-2-phenyl-chromen-4-one BrC1=C(N[C@H](C)C=2C=C(C=C3C(C(=C(OC23)C2=CC=CC=C2)C)=O)C)C=CC=C1